(2R,6R)-N-(9-azabicyclo[3.3.1]nonan-3-yl)-6-methyl-4-[8-(trifluoromethyl)-5-quinolinyl]morpholine-2-carboxamide C12CC(CC(CCC1)N2)NC(=O)[C@H]2CN(C[C@H](O2)C)C2=C1C=CC=NC1=C(C=C2)C(F)(F)F